C(\C=C\C1=CC(OC)=C(O)C(OC)=C1)(=O)OC(C(O)CC(=O)[O-])=O Sinapoylmalate